C12C(C3CC(CC(C1)C3)C2)N=C(NC2=CC=C(C=C2)I)N 2-(2-adamantyl)-1-(4-iodophenyl)guanidine